6-chloro-5-(2-methylpiperazin-1-yl)-2,3-dihydro-1,4-benzodioxine ClC1=C(C2=C(OCCO2)C=C1)N1C(CNCC1)C